C(C=C)(=O)N1CC(CC1)C=1C=C(N2C=NC=CC21)C2=CC=C(C(=O)NC1=NC=CC(=C1)OC)C=C2 4-(5-(1-acryloylpyrrolidin-3-yl)pyrrolo[1,2-c]pyrimidin-7-yl)-N-(4-methoxypyridin-2-yl)benzamide